4,4-bis(oct-3-yn-1-yloxy)butanoic acid C(CC#CCCCC)OC(CCC(=O)O)OCCC#CCCCC